C(C)(=O)C(CCCO)C(C)=O diacetyl-butyl alcohol